C12CN(CC(CC1)N2)C=2C1=C(N=C(N2)OCC23CCCN3CC(C2)=C(F)F)C(=C(N=C1)C1=CC=C(C2=CC=C(C(=C12)F)F)O)F 4-(4-(3,8-diazabicyclo[3.2.1]octan-3-yl)-2-((2-(difluoromethylene)tetrahydro-1H-pyrrolizin-7a(5H)-yl)methoxy)-8-fluoropyrido[4,3-d]pyrimidin-7-yl)-5,6-difluoronaphthalen-1-ol